ClC1=C(C=CC=C1)[C@H]1CC[C@H](N1C(=O)C1CCN(CC1)C1=CC(=C(C=C1)[N+](=O)[O-])OC)C(=O)O (2S,5R)-5-(2-chlorophenyl)-1-(1-(3-methoxy-4-nitrophenyl)piperidine-4-carbonyl)pyrrolidine-2-carboxylic acid